tert-Butyl 4-(4-(3-fluorooxetan-3-yl)thiazol-5-yl)piperidine-1-carboxylate FC1(COC1)C=1N=CSC1C1CCN(CC1)C(=O)OC(C)(C)C